uridine 4-oxime [C@@H]1([C@H](O)[C@H](O)[C@@H](CO)O1)N1C(=O)NC(C=C1)=NO